CC=1C(=NC=C(C1)C)C1CCN(CC1)C(=O)C1=CC=C(C=C1)C1(C(NC(N1)=O)=O)CF 5-[4-(3,5-dimethyl-3',4',5',6'-tetrahydro-2'H-[2,4']bipyridinyl-1'-carbonyl)phenyl]-5-fluoromethylimidazolidine-2,4-dione